cyclopropyl N-[4-chloro-2-[[(1S)-4,4-difluoro-1-[2-(methylamino)-2-oxo-acetyl]pentyl]carbamoyl]phenyl]carbamate ClC1=CC(=C(C=C1)NC(OC1CC1)=O)C(N[C@@H](CCC(C)(F)F)C(C(=O)NC)=O)=O